OC1=C(C(=O)[O-])C=CC(=C1)O 2,4-dihydroxybenzoic acid anion